2-Isopropenylbenzene-1,4-diol C(=C)(C)C1=C(C=CC(=C1)O)O